3-(2,5-dihydro-1H-pyrrol-3-yl)-1-(4-methylbenzenesulfonyl)-1H-indole N1CC(=CC1)C1=CN(C2=CC=CC=C12)S(=O)(=O)C1=CC=C(C=C1)C